tert-Butyl (2R)-4-(4-amino-5-iodo-1-methyl-6-oxo-pyrimidin-2-yl)-2-(hydroxymethyl)piperazine-1-carboxylate NC=1N=C(N(C(C1I)=O)C)N1C[C@@H](N(CC1)C(=O)OC(C)(C)C)CO